C12C3C(OCC3C(CC1)C2)=O 4-oxa-tricyclo[5.2.1.02,6]Decane-3-one